(E)-2-fluoro-N-(2-methoxy-5-(4-(4-(4-oxopent-2-enoyl)piperazin-1-yl)quinazolin-6-yl)pyridin-3-yl)benzenesulfonamide FC1=C(C=CC=C1)S(=O)(=O)NC=1C(=NC=C(C1)C=1C=C2C(=NC=NC2=CC1)N1CCN(CC1)C(\C=C\C(C)=O)=O)OC